1-(aminomethyl)-N,N-dimethylcyclobutylamine NCC1(CCC1)N(C)C